2-(8-fluoro-2-methylimidazo[1,2-a]pyridin-6-yl)-6-(piperidin-4-yl)thieno[2,3-d]pyrimidin FC=1C=2N(C=C(C1)C=1N=CC3=C(N1)SC(=C3)C3CCNCC3)C=C(N2)C